8-(methylamino)-N,N-dioctyl-octanoamide CNCCCCCCCC(=O)N(CCCCCCCC)CCCCCCCC